3-ketophenol O=C1CC(=CC=C1)O